5-(2-((3R or S)-3-(ethoxy(1-methyl-1H-imidazol-2-yl)methyl)-3-(2-(5-fluorothiophen-2-yl)ethyl)pyrrolidin-1-yl)propan-2-yl)-2-methylpyridine C(C)OC([C@]1(CN(CC1)C(C)(C)C=1C=CC(=NC1)C)CCC=1SC(=CC1)F)C=1N(C=CN1)C |o1:4|